(3'-fluoro-[1,1'-biphenyl]-2-yl)(3-methoxy-4-(4-methyl-1H-imidazol-1-yl)phenyl)methanone FC=1C=C(C=CC1)C1=C(C=CC=C1)C(=O)C1=CC(=C(C=C1)N1C=NC(=C1)C)OC